ClC1=CC(=C2C=C(NC2=C1F)C(=O)N1CCN(CC1)C1=NC=C(C=C1OC)F)C=1C(CN(CC1)C(=O)OC(C)(C)C)CC tert-butyl 4-[6-chloro-7-fluoro-2-[4-(5-fluoro-3-methoxy-2-pyridyl)piperazine-1-carbonyl]-1H-indol-4-yl]-3-ethyl-3,6-dihydro-2H-pyridine-1-carboxylate